O=C1NC(CCC1C1=CC(=C(C=C1F)C1CCN(CC1)C(CN1CCC(CC1)C=1N=C2N(C=C(C(=C2)OC(C)C)C(=O)NC=2C=NN3C2N=CC=C3)C1)=O)F)=O 2-[1-[2-[4-[4-(2,6-dioxo-3-piperidyl)-2,5-difluoro-phenyl]-1-piperidyl]-2-oxo-ethyl]-4-piperidyl]-7-isopropoxy-N-pyrazolo[1,5-a]pyrimidin-3-yl-imidazo[1,2-a]pyridine-6-carboxamide